ClC1=CC=C(C=C1)C(C(N1C=CC=2C=C(C=NC2C1=O)F)NC(C1=CC=CC=C1)=O)=O N-(2-(4-Chlorophenyl)-1-(3-fluoro-8-oxo-1,7-naphthyridin-7(8H)-yl)-2-oxoethyl)benzamide